C(C1=CC(OC)=C(O)C=C1)C(C(=O)O)(O)C1=CC=CC=C1 anti-vanillyl-mandelic acid